3,3-dimethyl-5-phenyldihydrofuran-2(3H)-one CC1(C(OC(C1)C1=CC=CC=C1)=O)C